COC(=O)C=1N=C(OC1C)I iodo-5-methylOxazole-4-carboxylic acid methyl ester